racemic-epoxyphenylethane C1(=C2C(=CC=C1)O2)CC